OC1=C(C=C(CC2=C(C=C(OCC(=O)O)C=C2C(=C)C)C)C=C1)C(C)C 2-(4-(4-hydroxy-3-isopropylbenzyl)-3-methyl-5-(prop-1-en-2-yl)phenoxy)acetic acid